1-(3,5-Difluoropyridin-2-yl)-8-(1,3-dimethyl-1H-pyrazol-4-yl)-7-methoxy-3-methyl-1,3-dihydroimidazo[4,5-c]-quinolin-2-one FC=1C(=NC=C(C1)F)N1C(N(C=2C=NC=3C=C(C(=CC3C21)C=2C(=NN(C2)C)C)OC)C)=O